cyanomethyl [3-(trimethoxysilyl) propyl] trithiocarbonate C(SCC#N)(SCCC[Si](OC)(OC)OC)=S